tert-butyl (2S)-4-(1-((5-(4-fluorophenoxy)pyridin-2-yl)amino)-1-oxopropan-2-yl)-2-methylpiperazine-1-carboxylate FC1=CC=C(OC=2C=CC(=NC2)NC(C(C)N2C[C@@H](N(CC2)C(=O)OC(C)(C)C)C)=O)C=C1